CC1(C2NC12)N 4-methyl-2-azabicyclo[1.1.0]butan-4-amine